1,1'-((4,4'-diamino-[1,1'-biphenyl]-2,2'-diyl)bis-(methylene))bis-(3-benzyl-urea) NC1=CC(=C(C=C1)C1=C(C=C(C=C1)N)CNC(=O)NCC1=CC=CC=C1)CNC(=O)NCC1=CC=CC=C1